N1CC(C1)NC1=CC(=C(C=C1)[C@H]1COCCCN1C1=NC(=NC(=C1)C)N)Cl 4-[(3S)-3-[4-(azetidin-3-ylamino)-2-chloro-phenyl]-1,4-oxazepan-4-yl]-6-methyl-pyrimidin-2-amine